2-Bromopropan-1-ol BrC(CO)C